3-methyl-N-{2-[(2R)-1-methylpiperidin-2-yl]-1-{[2-(trimethylsilyl)ethoxy]methyl}pyrrolo[3,2-c]pyridin-6-yl}-4-oxoquinazolin-6-carboxamide CN1C=NC2=CC=C(C=C2C1=O)C(=O)NC1=CC2=C(C=N1)C=C(N2COCC[Si](C)(C)C)[C@@H]2N(CCCC2)C